N1,N1,3,5-tetramethylbenzene-1,4-diamine CN(C1=CC(=C(C(=C1)C)N)C)C